6-chloro-2-[6-(methoxymethoxy)-2,7-dimethylindazol-5-yl]-1,8-naphthyridine ClC=1C=C2C=CC(=NC2=NC1)C1=CC2=CN(N=C2C(=C1OCOC)C)C